1-(4-methylpiperazin-1-yl)propan-2-en-1-one CN1CCN(CC1)C(C=C)=O